FC1(CC(C1)C(=O)N1C[C@H]([C@H](C1)F)NC(C1=C(N=CC=C1)OC([2H])([2H])[2H])=O)F N-((3R,4S)-1-(3,3-difluorocyclobutane-1-carbonyl)-4-fluoropyrrolidin-3-yl)-2-(methoxy-d3)nicotinamide